1,1,2,2-tetrakis(3,5-difluoro-4-hydroxyphenyl)ethane di(2,2,6,6-tetramethylpiperidinyl)sebacate CC1(N(C(CCC1)(C)C)C(C(=O)O)(CCCCCCCC(=O)O)N1C(CCCC1(C)C)(C)C)C.FC=1C=C(C=C(C1O)F)C(C(C1=CC(=C(C(=C1)F)O)F)C1=CC(=C(C(=C1)F)O)F)C1=CC(=C(C(=C1)F)O)F